8-(4-(azetidin-1-yl)piperidin-1-yl)-3-bromo-9-chloro-6,6-dimethyl-5,6-dihydro-11H-benzo[b]Carbazol-11-one N1(CCC1)C1CCN(CC1)C=1C(=CC2=C(C(C=3NC4=CC(=CC=C4C3C2=O)Br)(C)C)C1)Cl